N-(5-(2-(3,3-dimethylazetidin-1-yl)acetamido)-2-methylpyridin-3-yl)-2-(1H-pyrazolo[3,4-b]pyridin-5-yl)pyrazolo[5,1-b]thiazole-7-carboxamide CC1(CN(C1)CC(=O)NC=1C=C(C(=NC1)C)NC(=O)C=1C=NN2C1SC(=C2)C=2C=C1C(=NC2)NN=C1)C